CN(C1CCN(CC1)C1=C(C=C(C=C1)NC=1N=C(C2=C(N1)SC=C2C)NC2=NC(=CC=C2)C(C)(C)OC)OC)C N2-(4-(4-(dimethylamino)piperidin-1-yl)-3-methoxyphenyl)-N4-(6-(2-methoxypropan-2-yl)pyridin-2-yl)-5-Methylthieno[2,3-d]pyrimidine-2,4-diamine